C(C1=CC(O)=C(O)C(O)=C1)(=O)O[C@H]1[C@H](O)O[C@@H]([C@H]([C@@H]1O)OC(C1=CC(O)=C(O)C(O)=C1)=O)COC(C1=CC(O)=C(O)C(O)=C1)=O 2,4,6-tri-O-galloyl-beta-D-glucose